(5aS,6R,11bR)-3-(2-(4-methyl-1H-pyrazol-1-yl)ethyl)-2,3,4,5,6,7-hexahydro-6,11b-(epiminoethano)naphtho[1,2-d]azepine-5a,10(1H)-diol CC=1C=NN(C1)CCN1CC[C@@]23[C@@](CC1)([C@@H](CC1=CC=C(C=C12)O)NCC3)O